(R)-5-oxo-4-(propan-2-ylidene)pyrrolidine-2-carboxylic acid O=C1C(C[C@@H](N1)C(=O)O)=C(C)C